ClC=1C(=NC=CC1)N1NC(CC1)=O 2-(3-chloropyridin-2-yl)-5-oxo-pyrazolidine